trioctyl-hexadecyl-ammonium bromide [Br-].C(CCCCCCC)[N+](CCCCCCCCCCCCCCCC)(CCCCCCCC)CCCCCCCC